C(CCCCCCC)P(CCCCCCCC)CCCCCCCC Trin-octyl-phosphine